2-chloro-4,6-dimethylnicotinonitrile ClC1=C(C#N)C(=CC(=N1)C)C